rel-2-((1s,3r)-3-butyl-2,2-dimethylcyclopropyl)-3-methylcyclopent-2-en-1-one C(CCC)[C@H]1C([C@H]1C=1C(CCC1C)=O)(C)C |o1:4,6|